O[C@H]1CC[C@H]2[C@@H]3CCC=4C=C(C=CC4[C@H]3CC[C@]12C)OCCC=O 3-(((8R,9S,13S,14S,17S)-17-hydroxy-13-methyl-7,8,9,11,12,13,14,15,16,17-decahydro-6H-cyclopenta[a]phenanthren-3-yl)oxy)propanal